1-methyl-2-propanol CCC(C)O